CC=1OC(=C(N1)C1=CC(=C(C=C1)NC=1N=CC2=C(N1)C(=NC(=C2)C)N2CCC(CC2)(C#N)C)OC)C 1-(2-((4-(2,5-dimethyloxazol-4-yl)-2-methoxyphenyl)amino)-6-methylpyrido[3,4-d]pyrimidin-8-yl)-4-methylpiperidine-4-carbonitrile